O1CCN(CC1)CCCNC(CC(C(=O)OC(CCCCCCCC)CCCCCCCC)CSCCC(=O)OCCCCCCCC)=O heptadecane-9-yl 4-((3-morpholinopropyl)amino)-2-(((3-(octyloxy)-3-oxopropyl)thio)methyl)-4-oxobutanoate